tert-butyl 3-fluoro-3-methyl-4-oxopiperidine-1-carboxylate FC1(CN(CCC1=O)C(=O)OC(C)(C)C)C